CN1N=C(C(=C1)C1=CC=C(N=N1)OCC1C[C@@H]2[C@@H](CN(C2)CC2=CC=C(C=C2)F)C1)C (3aR,6aS)-5-[[6-(1,3-dimethylpyrazol-4-yl)pyridazin-3-yl]oxymethyl]-2-[(4-fluorophenyl)methyl]-3,3a,4,5,6,6a-hexahydro-1H-cyclopenta[c]pyrrole